Cl.CN(C)C(N(C)C)=N bis(dimethylamino)methylene-amine hydrochloride